tert-butyl 1-oxa-3,8-diazaspiro[4.5]decane-8-carboxylate O1CNCC12CCN(CC2)C(=O)OC(C)(C)C